ethyl 3-[4-[5-[5-[(6,7-difluoro-4-methylsulfanyl-1H-indol-5-yl)oxy]-2-fluoro-phenyl]-1-methyl-1,2,4-triazol-3-yl]-4-methyl-chroman-8-yl]propanoate FC1=C(C(=C2C=CNC2=C1F)SC)OC=1C=CC(=C(C1)C1=NC(=NN1C)C1(CCOC2=C(C=CC=C12)CCC(=O)OCC)C)F